2-hydroxy-3-methylglutaryl-coenzyme A OC(C(=O)SCCNC(CCNC([C@@H](C(COP(OP(OC[C@@H]1[C@H]([C@H]([C@@H](O1)N1C=NC=2C(N)=NC=NC12)O)OP(=O)(O)O)(=O)O)(=O)O)(C)C)O)=O)=O)C(CC(=O)O)C